[Fe-4](C#N)(C#N)(C#N)(C#N)(C#N)C#N.[Cs+].[Rb+].[K+].[Co+2] cobalt potassium rubidium cesium ferrocyanide